CC(C(C(=O)N)N(C(=O)[C@@H]1CN(CC1)C(C=C)=O)C)C 3-methyl-2-{N-methyl-1-[(3S)-1-(prop-2-enoyl)pyrrolidin-3-yl]formamido}butanamide